CC1(N(C[C@H](C1)CCC(C1=CC=CC=C1)OS(=O)(=O)C)C(=O)OC(C)(C)C)C tert-butyl (4S)-2,2-dimethyl-4-(3-methylsulfonyloxy-3-phenyl-propyl)pyrrolidine-1-carboxylate